Ethyl (S)-3-(5-(4-fluoro-2-methyl-6-(pent-4-en-1-yloxy)phenyl)pyridin-3-yl)-3-((R)-2-((methylsulfonyl)oxy)pent-4-enamido)propanoate FC1=CC(=C(C(=C1)OCCCC=C)C=1C=C(C=NC1)[C@H](CC(=O)OCC)NC([C@@H](CC=C)OS(=O)(=O)C)=O)C